4-(4-(4-bromophenoxy)phenyl)-1-METHYLPYRIDIN-1-ium iodide [I-].BrC1=CC=C(OC2=CC=C(C=C2)C2=CC=[N+](C=C2)C)C=C1